((2R,4S,5R)-2-((S)-1-(4-fluorophenyl)-1,2,3,4-tetrahydroisoquinoline-2-carbonyl)-5-((R)-N-methylethylsulfonimidoyl)tetrahydro-2H-pyran-4-yl)carbamic acid tert-butyl ester C(C)(C)(C)OC(N[C@H]1C[C@@H](OC[C@@H]1[S@@](=O)(=NC)CC)C(=O)N1[C@H](C2=CC=CC=C2CC1)C1=CC=C(C=C1)F)=O